FC(OC1=CC=C(C=C1)N1N=C(C(=C1OCC)C(=O)O)C)F 1-(4-(difluoromethoxy)phenyl)-5-ethoxy-3-methyl-1H-pyrazole-4-carboxylic acid